CS(=O)(=O)OC1CCC(CC1)N(C)C(=O)OC(C)(C)C [4-[tert-butoxycarbonyl (methyl) amino] cyclohexyl] methanesulfonate